1-(tert-butyl) 2-methyl 7-fluoro-1H-indole-1,2-dicarboxylate FC=1C=CC=C2C=C(N(C12)C(=O)OC(C)(C)C)C(=O)OC